ClC=1C=C(C=CC1)C=1N=NNC1C(=O)O 4-(3-chlorophenyl)-1H-1,2,3-triazole-5-carboxylic acid